4-oxo-trifluoromethyl-benzyl bromide O=C1CC=C(C(C(F)(F)F)Br)C=C1